COC1=C(C=CC(=N1)C(=O)O)[N+](=O)[O-] 6-methoxy-5-nitro-2-pyridinecarboxylic acid